1-butyl-3-(4-{[2-methyl-6-(trifluoromethyl)phenyl]methoxy}phenyl)imidazolidine-2,4-dione C(CCC)N1C(N(C(C1)=O)C1=CC=C(C=C1)OCC1=C(C=CC=C1C(F)(F)F)C)=O